BrC=1C=C2C(NC(C2=CC1)=O)=O 5-bromo-1,3-dioxoisoindoline